CC(C[C@H](CC=O)[C@H]1N(C(OC1)(C)C)C(=O)OC(C)(C)C)(C)C tert-butyl (4R)-4-[(1R)-3,3-dimethyl-1-(2-oxoethyl)butyl]-2,2-dimethyl-oxazolidine-3-carboxylate